CC1=C(C(=CC=C1)C)C1=NC(=NC(=C1)OC[C@@H](CC(C)(C)C)NCC1COC(CC1)(C)C)NS(=O)(=O)C=1C=C(C(=O)O)C=CC1 3-[[4-(2,6-dimethylphenyl)-6-[(2R)-2-[(6,6-dimethyltetrahydropyran-3-yl)methylamino]-4,4-dimethyl-pentoxy]pyrimidin-2-yl]sulfamoyl]benzoic acid